6-((2S,3S)-3-aminotetrahydro-2H-pyran-2-yl)-N-benzyl-7-bromo-2-chlorothieno[3,2-d]pyrimidin-4-amine N[C@@H]1[C@H](OCCC1)C1=C(C=2N=C(N=C(C2S1)NCC1=CC=CC=C1)Cl)Br